2-Undecanon CC(CCCCCCCCC)=O